OC[C@H]1C(N[C@@H](C(N1)=O)C)=O (3S,6R)-3-(hydroxymethyl)-6-methylpiperazine-2,5-dione